6-bromo-7-chloroindoline-2,3-dione BrC1=CC=C2C(C(NC2=C1Cl)=O)=O